C(CCC)C1=CC(=C(C=C1)C1=NC=C(C(=N1)C)C(=O)O)Cl 2-(4-butyl-2-chlorophenyl)-4-methylpyrimidine-5-carboxylic acid